Allyl 5-(1-(diethoxyphosphoryl)ethyl)benzo[b]thiophene-2-carboxylate C(C)OP(=O)(OCC)C(C)C1=CC2=C(SC(=C2)C(=O)OCC=C)C=C1